C1(=CC=CC=C1)S(=O)(=O)C1(CC=CCC1)C(=O)O 1-benzenesulfonyl-3-cyclohexenecarboxylic acid